FC(C1=C(C=NN1C)S(=O)(=O)N1CCC(CC1)C=1C(=CC=2N(C1)N=CN2)CC)F 6-(1-((5-(difluoromethyl)-1-methyl-1H-pyrazol-4-yl)sulfonyl)piperidin-4-yl)-7-ethyl-[1,2,4]triazolo[1,5-a]pyridine